C(C)(C)(C)OC(=O)NCC[B-](F)(F)F.[K+] Potassium (2-((tert-butoxycarbonyl)amino)ethyl)trifluoroborate